ClC1=C(C=CC=C1)CC(=O)NC1=CC(=NC=C1)N(C(C)=O)C1=CC(=C(C=C1)F)F N-{4-[2-(2-chlorophenyl)acetamido]pyridin-2-yl}-N-(3,4-difluorophenyl)acetamide